2-chloro-N-[(2S)-2,3-dihydroxypropyl]acetamide ClCC(=O)NC[C@@H](CO)O